2-chloro-3-cyano-N-(3-(oxazol-5-yl)-1H-indazol-5-yl)benzamide ClC1=C(C(=O)NC=2C=C3C(=NNC3=CC2)C2=CN=CO2)C=CC=C1C#N